CC(=CCC/C(=C/CC/C(=C\\CC/C(=C\\CC/C(=C\\CC/C(=C\\CC/C(=C\\CC/C(=C\\CC/C(=C\\CC/C(=C\\COP(=O)(O)O[C@H]1[C@H]([C@H]([C@@H]([C@H](O1)CO)O)O)O)/C)/C)/C)/C)/C)/C)/C)/C)/C)C The molecule is a polyprenyl glycosyl phosphate that is 1-O-phosphono-beta-D-mannopyranose in which one of the hydroxy groups of the phosphate is substituted by a [(2Z,6Z,10Z,14Z,18Z,22Z,26Z,30Z,34E)-3,7,11,15,19,23,27,31,35,39-decamethyltetraconta-2,6,10,14,18,22,26,30,34,38-decaen-1-yl]oxy group.